NC=1C=CC(=C(C1)N(C(OC(C)(C)C)=O)C(=O)OC(C)(C)C)F tert-Butyl N-(5-amino-2-fluoro-phenyl)-N-tert-butoxycarbonyl-carbamate